BrC=1C(=C(C=CC1)C=1OC2=C(N1)C=C(C=C2C#N)CN2CCC(CC2)C(=O)OC(C)(C)C)C tert-Butyl 1-((2-(3-bromo-2-methylphenyl)-7-cyanobenzo[d]oxazol-5-yl)methyl)piperidine-4-carboxylate